benzyl (2R)-3-[4-(4-fluorophenyl) phenyl]-2-hydroxypropionate FC1=CC=C(C=C1)C1=CC=C(C=C1)C[C@H](C(=O)OCC1=CC=CC=C1)O